ClC=1C(=CC(=C(C(=O)NC=2C=NNC(C2)=O)C1)OC1=C(C=C(C=C1)F)C)C(F)(F)F 5-chloro-2-(4-fluoro-2-methylphenoxy)-N-(6-oxo-1,6-dihydropyridazin-4-yl)-4-(trifluoromethyl)benzamide